oxygen (3-(benzothiazol-2-yl)naphthalene-2-yl)oxygen methyl-1-cyclobutyl-4-fluoro-3-methylpyrrolo[2,3-b]pyridine-5-carboxylate COC(=O)C=1C(=C2C(=NC1)N(C=C2C)C2CCC2)F.S2C(=NC1=C2C=CC=C1)C=1C(=CC2=CC=CC=C2C1)[O].[O]